C(C1=CC=CC=C1)OC1=C(C(N(N=C1C)C)=O)C1=C(C(=CC=C1F)Cl)/C=C/B1OC(CN(CC(O1)=O)C)=O 2-[(E)-2-[2-(5-benzyloxy-2,6-dimethyl-3-oxo-pyridazin-4-yl)-6-chloro-3-fluoro-phenyl]vinyl]-6-methyl-1,3,6,2-dioxazaborocane-4,8-dione